(R)-3-(tert-butyl)-N-(1-(2-methyl-4-(7-(piperazin-1-yl)-9H-pyrimido[4,5-b]indol-4-yl)phenyl)ethyl)-1,2,4-oxadiazole-5-carboxamide C(C)(C)(C)C1=NOC(=N1)C(=O)N[C@H](C)C1=C(C=C(C=C1)C1=NC=NC=2NC3=CC(=CC=C3C21)N2CCNCC2)C